N[C@@H](CC1=CC=C(C=C1)O)C1=NOC(=N1)[C@H]1N(CCC1)C(=O)N[C@@H](CC(=O)O)C(=O)O ((S)-2-(3-((S)-1-amino-2-(4-hydroxyphenyl)ethyl)-1,2,4-oxadiazol-5-yl)pyrrolidine-1-carbonyl)-L-aspartic acid